C(C=C)(=O)OC1=CC=C(C(=O)OCC(=O)O)C=C1 4-Acryloyloxybenzoyloxyacetic acid